5H-pyrrolo[3,2-d]-pyrimidine N1=CN=CC2=C1C=CN2